COC(=O)C=1C=NC(=CC1C1=CC(=NC=C1OC)C(F)F)C1=NN(C=C1)C1OCCCC1.C1(=CC=CC=C1)S(=O)(=O)C(=[N+]=[N-])S(=O)(=O)C1=C(C=CC=C1)OC phenylsulfonyl-(2-methoxyphenylsulfonyl)diazomethane methyl-2'-(difluoromethyl)-5'-methoxy-6-(1-(tetrahydro-2H-pyran-2-yl)-1H-pyrazol-3-yl)-[4,4'-bipyridine]-3-carboxylate